C(#N)C1=C(SC2=C1C(=NC=C2F)C=2C1=C(C=3C=NC(=NC3C2F)N2[C@H]([C@H](CC2)N2CCN(CC2)C(C)C)C)COC1)NC(OC(C)(C)C)=O tert-Butyl (3-cyano-7-fluoro-4-(5-fluoro-3-((2S,3S)-3-(4-isopropylpiperazin-1-yl)-2-methylpyrrolidin-1-yl)-7,9-dihydrofuro[3,4-f]quinazolin-6-yl)thieno[3,2-c]pyridin-2-yl)carbamate